pyrido[3,4-d]pyrimidin-amine-d N1=C(N=CC2=C1C=NC=C2)N[2H]